N[C@H](C(=O)OC)C[C@H]1C(NCCC1)=O methyl (S)-2-amino-3-((S)-2-oxopiperidin-3-yl)propanoate